N[C@@H](CC1=CC=CC(=N1)C#N)C1=C(C=CC=C1)C1=NN(C2=CN=CC=C21)C (S)-6-{2-Amino-2-[2-(1-methyl-1H-pyrazolo[3,4-c]pyridine-3-yl)phenyl]ethyl}pyridine-2-carbonitrile